N1(CCCCCC1)CC(=O)NC=1C=C(C(=NC1)C)NC(=O)C=1C=NN2C1SC(=C2)C=2C=NN(C2)CCOC N-(5-(2-(azepan-1-yl)acetamido)-2-methylpyridin-3-yl)-2-(1-(2-methoxyethyl)-1H-pyrazol-4-yl)pyrazolo[5,1-b]thiazole-7-carboxamide